C([C@H]([C@H](C(=O)CC(=O)[O-])O)O)O The molecule is the conjugate base of 3-dehydro-2-deoxy-D-gluconic acid; major species at pH 7.3. It is a conjugate base of a 3-dehydro-2-deoxy-D-gluconic acid.